N1=CN=C(C=C1)N1CC(C1)C=C=O 2-[1-(pyrimidin-4-yl)azetidin-3-yl]ethenon